Cl.Cl.N[C@H](C(=O)NC1=CC=C(C=N1)C1=C(C=NC=C1C)C)C1CCC(CC1)C (S)-2-amino-N-(3',5'-dimethyl-[3,4'-bipyridin]-6-yl)-2-((1r,4S)-4-methylcyclohexyl)acetamide dihydrochloride